(R)-N-((R)-9-(4-cyanobenzenesulfonyl)-2,3,4,9-tetrahydro-1H-carbazol-4-yl)-2-methylpropan-2-sulfinamide C(#N)C1=CC=C(C=C1)S(=O)(=O)N1C2=CC=CC=C2C=2[C@@H](CCCC12)N[S@](=O)C(C)(C)C